COC=C1[C@H]2N(CC[C@@]1(CCC2)C2=CC(=CC=C2)OC)CCC2=CC=CC=C2 (1S,5S)-9-(Methoxymethylene)-5-(3-methoxyphenyl)-2-phenethyl-2-azabicyclo[3.3.1]nonane